n-octyl-glycerin C(CCCCCCC)C(O)C(O)CO